C1(CC1)OC1=CC2=C(NC[C@H]3N(C2=O)CC2(CC2)C3)C=C1O (S)-7-cyclopropyloxy-8-hydroxy-1,10,11,11a-tetrahydro-3H,5H-spiro[benzo[e]pyrrolo[1,2-a][1,4]diazepine-2,1'-cyclopropane]-5-one